5-amino-2-bromo-N,N-dipropyl-6H-thieno[3,2-b]azepin-7-carboxamide NC=1CC(=CC2=C(N1)C=C(S2)Br)C(=O)N(CCC)CCC